ClC1=C(C=CC(=C1)OC1=CC=CC=C1)C(=O)C1=CNC=2N=CN=C(C21)N[C@H]2CN(CCC2)CCCCCC(OC)OC (R)-(2-chloro-4-phenoxyphenyl)(4-((1-(6,6-dimethoxyhexyl)piperidin-3-yl)amino)-7H-pyrrolo[2,3-d]pyrimidin-5-yl)methanone